Methyl (E)-2-((2S,3S)-3-ethyl-9-(furan-3-yl)-8-methoxy-1,2,3,4,6,7,12,12b-octahydroindolo[2,3-a]quinolizin-2-yl)-3-methoxyacrylate C(C)[C@@H]1CN2CCC3=C(C2C[C@@H]1/C(/C(=O)OC)=C\OC)NC1=CC=C(C(=C13)OC)C1=COC=C1